ClC=1C=C(C=CC1)N1N=C(C2=C1C(N(CC2)C2=CC(=C1CCN(CC1=C2)C)C)=O)C(=O)NCC2CC2 1-(3-Chlorophenyl)-N-(cyclopropylmethyl)-6-(2,5-dimethyl-1,2,3,4-tetrahydroisoquinolin-7-yl)-7-oxo-4,5,6,7-tetrahydro-1H-pyrazolo[3,4-c]pyridine-3-carboxamide